N-(4-(4-amino-7-cyano-3-(4-(cyclobutylamino)phenyl)-1-methyl-1H-pyrrolo[3,2-c]pyridin-2-yl)phenyl)acrylamide NC1=NC=C(C2=C1C(=C(N2C)C2=CC=C(C=C2)NC(C=C)=O)C2=CC=C(C=C2)NC2CCC2)C#N